C(C1=CC=CC=C1)OC1=CC(=C(N)C=C1)F 4-(benzyloxy)-2-fluoroaniline